Methyl 6-amino-7-bromo-2,2-difluoro-1,3-benzodioxole-5-carboxylate NC=1C(=CC2=C(OC(O2)(F)F)C1Br)C(=O)OC